ClC1=NN2C(C(=N1)NC=1N=CN(C1)C1CCC1)=CC=C2 2-chloro-N-(1-cyclobutyl-1H-imidazol-4-yl)pyrrolo[2,1-f][1,2,4]triazin-4-amine